COC(C1=C(C(=C(C(=C1)F)Br)F)N)=O 2-amino-4-bromo-3,5-difluorobenzoic acid methyl ester